N1(CCCC1)C(=O)C1=CC=C(CN2C=NC=CC2=O)C=C1 3-(4-(Pyrrolidine-1-carbonyl)benzyl)pyrimidin-4(3H)-one